{4-[5-(2-methoxylethoxyl)benzimidazol-1-yl]phenyl}amid O(C)CCOC1=CC2=C(N(C=N2)C2=CC=C(C=C2)[NH-])C=C1